C(C)P(=O)(CC)C1=C(C=C(C=C1)N1C(N(C=C1)C=1C(=NN2C1C(NCC2)C)C2=CC(=C(C(=C2)C)F)C)=O)NC 1-(4-(diethylphosphoryl)-3-(methylamino)phenyl)-3-(2-(4-fluoro-3,5-dimethylphenyl)-4-methyl-4,5,6,7-tetrahydropyrazolo[1,5-a]pyrazin-3-yl)-1H-imidazol-2(3H)-one